CC1=CC=C(C=C1)S(=O)(=O)O[C@@H]1CNC(CC1)=O (S)-6-oxopiperidine-3-yl 4-methylbenzenesulfonate